divinyl 2,6-diaminobenzo[1,2-b:4,5-b']difuran-3,7-dicarboxylate NC1=C(C=2C(O1)=CC1=C(OC(=C1C(=O)OC=C)N)C2)C(=O)OC=C